FC=1C=CC=C2COCCCOC3=C(C=CC(C4=NNC5=CN=C(C12)C=C45)=C3)N3CCNCC3 17-fluoro-5-(piperazin-1-yl)-7,11-dioxa-20,23,24-triazapentacyclo[17.5.2.12,6.013,18.022,25]heptacosa-1(24),2(27),3,5,13,15,17,19,21,25-decaene